tert-Butyl 8-(2-(diphenylmethylene)hydrazinyl)-2,3-dihydro-4H-benzo[b][1,4]oxazine-4-carboxylate C1(=CC=CC=C1)C(=NNC1=CC=CC2=C1OCCN2C(=O)OC(C)(C)C)C2=CC=CC=C2